4-oxopentanoic acid cyclopropylmethyl ester C1(CC1)COC(CCC(C)=O)=O